2-pentenyl sulfate S(=O)(=O)(OCC=CCC)[O-]